1-cyclopentyl-4-aminopiperazine C1(CCCC1)N1CCN(CC1)N